2-(2,4-dioxotetrahydropyrimidin-1(2H)-yl)-5-((4-(4-morpholinothieno[3,2-d]pyrimidin-2-yl)piperazin-1-yl)methyl)isoindoline-1,3-dione O=C1N(CCC(N1)=O)N1C(C2=CC=C(C=C2C1=O)CN1CCN(CC1)C=1N=C(C2=C(N1)C=CS2)N2CCOCC2)=O